(3S,4R)-3-fluoro-4-{[6-(methylcarbamoyl)pyridin-3-yl]oxy}pyrrolidine-1-carboxylic acid tert-butyl ester C(C)(C)(C)OC(=O)N1C[C@@H]([C@@H](C1)OC=1C=NC(=CC1)C(NC)=O)F